6-chloro-N-[5-(2,2-difluoroethyl)-4-methoxy-pyrimidin-2-yl]-7-methylsulfanyl-1H-indole-3-sulfonamide ClC1=CC=C2C(=CNC2=C1SC)S(=O)(=O)NC1=NC=C(C(=N1)OC)CC(F)F